5-cyclopropyl-4-(((1-(1-(3,5-difluorophenyl)propyl)-4-fluoropiperidin-4-yl)methoxy)methyl)-2-fluoro-N-(methylsulfonyl)benzamide C1(CC1)C=1C(=CC(=C(C(=O)NS(=O)(=O)C)C1)F)COCC1(CCN(CC1)C(CC)C1=CC(=CC(=C1)F)F)F